tert-butyl N-({4-[2-(2-aminopyridin-3-yl)-5-(pyrazol-1-yl)imidazo[4,5-b]pyridin-3-yl]phenyl}methyl)carbamate NC1=NC=CC=C1C1=NC=2C(=NC(=CC2)N2N=CC=C2)N1C1=CC=C(C=C1)CNC(OC(C)(C)C)=O